{6-[(1,3-benzothiazol-2-yl)amino]-1,2,3,4-tetrahydroquinolin-1-yl}-1,3-thiazole-4-carboxylic acid S1C(=NC2=C1C=CC=C2)NC=2C=C1CCCN(C1=CC2)C=2SC=C(N2)C(=O)O